7-fluoro-6-(1-(pyrazolo[1,5-a]pyridin-3-ylsulfonyl)piperidin-4-yl)-[1,2,4]triazolo[1,5-a]pyridine FC1=CC=2N(C=C1C1CCN(CC1)S(=O)(=O)C=1C=NN3C1C=CC=C3)N=CN2